3-(2-(pyridin-3-yl)ethyl)urea N1=CC(=CC=C1)CCNC(N)=O